C(C)(C)(C)C1=CC=C(C=N1)C=1N=C2SCCCN2C(C1C=C)=O 8-(6-(tert-butyl)pyridin-3-yl)-7-vinyl-3,4-dihydro-2H,6H-pyrimido[2,1-b][1,3]thiazin-6-one